Tert-butyl 6-(1-(6-(1-cyanocyclopropyl)pyridin-2-yl)-2-ethyl-3-oxo-2,3-dihydro-1H-pyrazolo[3,4-d]pyrimidin-6-ylamino)-1,1-dimethyl-3,4-dihydroisoquinoline-2(1H)-carboxylate C(#N)C1(CC1)C1=CC=CC(=N1)N1N(C(C=2C1=NC(=NC2)NC=2C=C1CCN(C(C1=CC2)(C)C)C(=O)OC(C)(C)C)=O)CC